(R)-3,3,3-trifluoro-1-((S)-2-methylpyrrolidin-2-yl)propan-1-ol FC(C[C@@H](O)[C@]1(NCCC1)C)(F)F